3-(2-((4-((s)-cyclopropanesulfonimidoyl)-2-fluorophenyl)amino)pyrimidin-5-yl)cyclopentyl (1-methylcyclopropyl)carbamate HCl salt Cl.CC1(CC1)NC(OC1CC(CC1)C=1C=NC(=NC1)NC1=C(C=C(C=C1)[S@](=O)(=N)C1CC1)F)=O